5-amino-N-(cyclopropylmethyl)-N-(2-(trifluoromethyl)-5,8-dihydro-6H-pyrano[3,4-b]pyridin-5-yl)benzo[c][2,6]naphthyridin-9-carboxamide NC1=NC2=C(C3=CN=CC=C13)C=C(C=C2)C(=O)N(C2COCC1=NC(=CC=C12)C(F)(F)F)CC1CC1